CN(CCC1=C(NC(=C1C(=O)N)C1=C(C=CC=C1)[N+](=O)[O-])C1=CC=C(C=C1)OC)C (2-(dimethylamino)ethyl)-2-(4-methoxyphenyl)-5-(2-nitrophenyl)Azole-4-carboxamide